C1(=CC=CC=C1)CSC1=CC=C(C=N1)NC=1OC(=CN1)C1=CC=C(C=C1)C(F)(F)F N-(6-(phenylmethylsulfanyl)pyridin-3-yl)-5-(4-(trifluoromethyl)phenyl)oxazol-2-amine